FC(OC=1C=C(C=C(C1C(=O)N1CC(C1)F)OC)C1=CN=C2N1C=CC(=C2)C(C#N)(C)C)F 2-[3-[3-(difluoromethoxy)-4-(3-fluoroazetidine-1-carbonyl)-5-methoxy-phenyl]imidazo[1,2-a]pyridin-7-yl]-2-methyl-propanenitrile